C(CCCCCCCCCCCCCCCCCCCCCCCCCCCCCCCCCCCCCC)(=O)OCCCCCCCC\C=C\CCCCCCCC elaidyl nonatriacontanoate